4-(8-fluoro-2-(((S)-1-methylpyrrolidin-2-yl)methoxy)-4-(piperazin-1-yl)-6-vinylquinazolin-7-yl)benzo[d]thiazol-2-amine FC=1C(=C(C=C2C(=NC(=NC12)OC[C@H]1N(CCC1)C)N1CCNCC1)C=C)C1=CC=CC2=C1N=C(S2)N